1-((3S,5R)-1-Acryloyl-5-(methoxymethyl)pyrrolidin-3-yl)-5-amino-3-((6-chloro-4-cyclopropyl-3-methylcinnolin-7-yl)ethynyl)-1H-pyrazole-4-carboxamide C(C=C)(=O)N1C[C@H](C[C@@H]1COC)N1N=C(C(=C1N)C(=O)N)C#CC1=C(C=C2C(=C(N=NC2=C1)C)C1CC1)Cl